4-(5-((2-chloro-6-methoxyphenyl)amino)-1H-pyrazolo[3,4-c]pyridin-1-yl)-N-methylthiophene-2-carboxamide ClC1=C(C(=CC=C1)OC)NC=1C=C2C(=CN1)N(N=C2)C=2C=C(SC2)C(=O)NC